methyl 3-amino-6-chloropyrazine-2-carboxylate NC=1C(=NC(=CN1)Cl)C(=O)OC